N[C@H]1CN(C[C@@H](C1)F)C(=O)C=1C=C(C=2N(C1)N=C(C2C)C=2N(C1=CC(=CC=C1C2)N2CCC(CC2)C(=O)N(C)C)CC2CC2)OC 1-(2-{6-[(3r,5r)-3-amino-5-fluoropiperidine-1-carbonyl]-4-methoxy-3-methylpyrazolo[1,5-a]pyridin-2-yl}-1-(cyclopropylmethyl)-1H-indol-6-yl)-N,N-dimethylpiperidine-4-carboxamide